BrC=1C(=CC(=NC1)OC(F)F)CO [5-Bromo-2-(difluoromethoxy)-4-pyridyl]methanol